FC=1C(=NC=CC1)C1=CN=C(S1)NC1=CC2=C(C=N1)N=CN2CCC2(N(CCOC2)C(C=C)=O)C(=O)N [2-[6-[[5-(3-fluoro-2-pyridyl)thiazol-2-yl]amino]imidazo[4,5-c]pyridin-1-yl]ethyl]-4-prop-2-enoyl-morpholine-3-carboxamide